1H-triazole-1-carboxamide N1(N=NC=C1)C(=O)N